6-(2-(1H-tetrazol-5-yl)phenyl)-N2-benzyl-N4-(3-fluoropyridin-2-yl)-N2-isobutylpyridine-2,4-diamine N1N=NN=C1C1=C(C=CC=C1)C1=CC(=CC(=N1)N(CC(C)C)CC1=CC=CC=C1)NC1=NC=CC=C1F